CN1C2=C(C3=C1C(N(N=C3)CC3=NN(C=C3)C3OCCCC3)=O)CCN(C2)S(=O)(=O)C2=CC=CC=C2 5-methyl-7-(phenylsulfonyl)-3-((1-(tetrahydro-2H-pyran-2-yl)-1H-pyrazol-3-yl)methyl)-3,5,6,7,8,9-hexahydro-4H-pyrido[4',3':4,5]pyrrolo[2,3-d]pyridazin-4-one